(4-chloro-1H-imidazol-1-yl)-N-(6-(4-isopropyl-4H-1,2,4-triazol-3-yl)pyridin-2-yl)benzofuran-2-carboxamide ClC=1N=CN(C1)C1=C(OC2=C1C=CC=C2)C(=O)NC2=NC(=CC=C2)C2=NN=CN2C(C)C